OC1(CCN(CC1C)C(=O)[O-])C 4-hydroxy-4,5-dimethylpiperidine-1-carboxylate